methyl 3-(((2S,3R)-3-((tert-butyldimethylsilyl)oxy)-4-((2-(3-methoxyphenyl)propan-2-yl)amino)-1-(3-(3-(propylamino)propoxy)phenyl)butan-2-yl)carbamoyl)benzoate [Si](C)(C)(C(C)(C)C)O[C@@H]([C@H](CC1=CC(=CC=C1)OCCCNCCC)NC(=O)C=1C=C(C(=O)OC)C=CC1)CNC(C)(C)C1=CC(=CC=C1)OC